(S)-(5-((6,6-dimethylpiperidin-3-yl)amino)-3-ethylpyrazolo[1,5-a]pyrimidin-7-yl)(2-Fluoro-5-nitrobenzyl)carbamic acid tert-butyl ester C(C)(C)(C)OC(N(CC1=C(C=CC(=C1)[N+](=O)[O-])F)C1=CC(=NC=2N1N=CC2CC)N[C@@H]2CNC(CC2)(C)C)=O